1-(bis(4-methoxyphenyl)methyl)piperazine COC1=CC=C(C=C1)C(N1CCNCC1)C1=CC=C(C=C1)OC